4-[6-amino-1-[(4-amino-3-methyl-phenyl)methyl]pyrazolo[3,4-d]pyrimidin-4-yl]pyridine-2-carbonitrile NC1=NC(=C2C(=N1)N(N=C2)CC2=CC(=C(C=C2)N)C)C2=CC(=NC=C2)C#N